4-oxo-1-(pyrimidin-5-ylmethyl)-3-[3-(trifluoromethyl)phenyl]pyrido[1,2-a]pyrimidin-1-ium-2-olate O=C1C(=C([N+](=C2N1C=CC=C2)CC=2C=NC=NC2)[O-])C2=CC(=CC=C2)C(F)(F)F